1-(3-chloro-2-fluoro-6-methylbenzyl)-4-((3-fluoro-6-((5-methyl-1H-pyrazol-3-yl)amino)pyridin-2-yl)methyl)piperidine-4-carboxylic acid ClC=1C(=C(CN2CCC(CC2)(C(=O)O)CC2=NC(=CC=C2F)NC2=NNC(=C2)C)C(=CC1)C)F